N-(5-chloro-2,3-dihydro-1H-inden-2-yl)-5-(5,5-dimethyl-4,5-dihydroisoxazol-3-yl)pyrimidin-2-amine ClC=1C=C2CC(CC2=CC1)NC1=NC=C(C=N1)C1=NOC(C1)(C)C